C(#N)C(=CC=1C=C(CCNC(OC(C)(C)C)=O)C=CC1)N1N=CN=C1 tert-butyl (3-(2-cyano-2-(1H-1,2,4-triazol-1-yl)vinyl)phenethyl)carbamate